4-(Ethyl-(4-tolyl)amino)butanoic acid C(C)N(CCCC(=O)O)C1=CC=C(C=C1)C